CS(=O)(=O)C1=CC=C(C2=C1CCO2)NC(OC(C)(C)C)=O tert-butyl N-(4-methylsulfonyl-2,3-dihydrobenzofuran-7-yl)carbamate